(S)-8-amino-10-methyl-1,2,4a,5-tetrahydrobenzo[b]pyrazino[1,2-d][1,4]oxazine-3(4H)-carboxylic acid tert-butyl ester C(C)(C)(C)OC(=O)N1C[C@@H]2N(C3=C(OC2)C=C(C=C3C)N)CC1